COC1=CC=C2C(NC(=NC2=C1)CSC1CCOCC1)=O 7-methoxy-2-(((tetrahydro-2H-pyran-4-yl)thio)methyl)quinazolin-4(3H)-one